4-((4-Cyclopropyl-2-(N-methylmethanesulfonamido)phenyl)amino)-N-ethoxy-6-((4-methylpyridin-2-yl)amino)Nicotinamide cyanoacrylate C(#N)OC(C=C)=O.C1(CC1)C1=CC(=C(C=C1)NC1=CC(=NC=C1C(=O)NOCC)NC1=NC=CC(=C1)C)N(S(=O)(=O)C)C